BrC1=CC(=CC(=N1)C1=CN=C2N1C=C(N=C2)C(C)(C)C)F 3-(6-bromo-4-fluoropyridin-2-yl)-6-(tert-butyl)imidazo[1,2-a]Pyrazine